Tertbutyl methyl ether COC(C)(C)C